C(C1=CC=CC=C1)N1N=C(N=C1)C(=O)NC1C(N(C=2N(CC1)N=C(C2)CCOCC)C)=O 1-benzyl-N-[2-(2-ethoxyethyl)-4-methyl-5-oxo-7,8-dihydro-6H-pyrazolo[1,5-a][1,3]diazepin-6-yl]-1,2,4-triazole-3-carboxamide